tert-butyl (2-amino-1-(2-chloro-3-fluorophenyl)ethyl)carbamate NCC(C1=C(C(=CC=C1)F)Cl)NC(OC(C)(C)C)=O